(2-(allyloxy)-3,4-difluorophenyl)(5-methylthiophen-2-yl)methanol benzyl-(((1R,5S,6r)-6-(6-chloropyridin-2-yl)-3-azabicyclo[3.1.0]hexan-6-yl)methyl)carbamate C(C1=CC=CC=C1)N(C(=O)OC(C=1SC(=CC1)C)C1=C(C(=C(C=C1)F)F)OCC=C)CC1([C@H]2CNC[C@@H]12)C1=NC(=CC=C1)Cl